1-((1-phenyl-1H-pyrazol-4-yl)methyl)piperidin C1(=CC=CC=C1)N1N=CC(=C1)CN1CCCCC1